FC1=C(C(=C(C=C1F)F)F)OC(C1=C(C=CC=C1)C#N)=O cyanobenzoic acid-2,3,5,6-tetrafluorophenyl ester